tert-butyl N-(cyclobutylmethyl)-N-[(3R)-1-[1-[1-[4-(5-methoxy-3-pyridyl)triazol-1-yl]ethyl]-2-oxo-4-pyridyl]-3-piperidyl]carbamate C1(CCC1)CN(C(OC(C)(C)C)=O)[C@H]1CN(CCC1)C1=CC(N(C=C1)C(C)N1N=NC(=C1)C=1C=NC=C(C1)OC)=O